((5-cyclopropyl-6-fluoropyridin-2-yl)methylene)-2-methylpropane-2-sulfinamide C1(CC1)C=1C=CC(=NC1F)C=CC(C)(S(=O)N)C